propanoic acid, sodium salt [Na+].C(CC)(=O)[O-]